C(#N)[C@H](C[C@H]1C(NCC1)=O)NC(=O)[C@@H]1[C@H]2C([C@H]2CN1C(=O)C1=C(N2C(S1)=NC=C2)C)(C)C (1R,2S,5S)-N-{(1S)-1-cyano-2-[(3S)-2-oxopyrrolidin-3-yl]ethyl}-6,6-dimethyl-3-[(3-methylimidazo[2,1-b][1,3]thiazol-2-yl)carbonyl]-3-azabicyclo[3.1.0]hexane-2-carboxamide